2-bromospiro[benzo[b]fluorene-11,9'-thioxanthene] BrC=1C=CC=2C=3C=C4C(=CC3C3(C5=CC=CC=C5SC=5C=CC=CC35)C2C1)C=CC=C4